The molecule is a hydroxyaurone that is aurone substituted by hydroxy groups at positions 6, 3' and 4' and a methoxy group at position 7. It has a role as a plant metabolite. It is a methoxyaurone, a hydroxyaurone and a member of catechols. It derives from an aurone. COC1=C(C=CC2=C1O/C(=C\\C3=CC(=C(C=C3)O)O)/C2=O)O